C(C)C1(CC(C1)NC(OCC1=CC=CC=C1)=O)O benzyl (cis-3-ethyl-3-hydroxycyclobutyl)carbamate